C(N)(=O)C1=CC2=C(N(/C(/S2)=N/C(=O)C2=C(N=C(O2)C)CC)C\C=C\CNC2=NC=C(C=C2[N+](=O)[O-])C(N)=O)C(=C1)OCCCO N-((Z)-6-carbamoyl-3-((E)-4-((5-carbamoyl-3-nitropyridin-2-yl)amino)but-2-en-1-yl)-4-(3-hydroxypropoxy)benzo[d]thiazol-2(3H)-ylidene)-4-ethyl-2-methyloxazole-5-carboxamide